BrC=1C2=C(C=3C(=NC(=NC3C1F)SCC)O)C(OC2)CC#N 2-(6-bromo-3-ethylsulfanyl-5-fluoro-1-hydroxy-7,9-dihydrofuro[3,4-f]quinazolin-9-yl)acetonitrile